NC1=NC(=C(C=C1C1=NC(=CC=C1)OCC1=C(C=C(C=C1)C#N)F)F)CC1=NC2=C(N1CCOC)C=C(C=C2)C(=O)OC(C)(C)C tert-butyl 2-((2'-amino-6-((4-cyano-2-fluorobenzyl)oxy)-5'-fluoro-[2,3'-bipyridin]-6'-yl)methyl)-1-(2-methoxyethyl)-1H-benzo[d]imidazole-6-carboxylate